5-fluoro-6-methoxybenzo[d]thiazol-2-amine FC=1C(=CC2=C(N=C(S2)N)C1)OC